C(CCCCCCC\C=C/C\C=C/CCCCC)(=O)N[C@@H](CCC(N)=O)C(=O)O N-linoleoyl-glutamine